4-amino-N-(4-(5-methoxybenzo[d]oxazol-2-ylamino)phenyl)butanamide NCCCC(=O)NC1=CC=C(C=C1)NC=1OC2=C(N1)C=C(C=C2)OC